(3S)-(3-(4-((2-chloro-1H-imidazol-1-yl)methyl)phenyl)-5-isobutylthiophen-2-yl)sulfonylcarbamate ClC=1N(C=CN1)CC1=CC=C(C=C1)C1=C(SC(=C1)CC(C)C)S(=O)(=O)NC([O-])=O